C(C)(C)(C)OC(=O)N1CC2=C(C=CC=C2CC1)C(=O)O 2-(tert-butoxycarbonyl)-1,2,3,4-tetrahydroisoquinoline-8-carboxylic acid